1,1,1,2,2,3,3,4,4,5,5,6-dodecafluorononane FC(C(C(C(C(C(CCC)F)(F)F)(F)F)(F)F)(F)F)(F)F